(S)-TERT-BUTYL 6'-CHLORO-5-(((1S,2R)-2-((S)-1-HYDROXYBUT-3-EN-1-YL)-2-METHYLCYCLOBUTYL)METHYL)-3',4,4',5-TETRAHYDRO-2H,2'H-SPIRO[BENZO[B][1,4]OXAZEPINE-3,1'-NAPHTHALENE]-7-CARBOXYLATE ClC=1C=C2CCC[C@]3(C2=CC1)CN(C1=C(OC3)C=CC(=C1)C(=O)OC(C)(C)C)C[C@@H]1[C@](CC1)(C)[C@H](CC=C)O